FC1=C(C=C(C=O)C=C1)C1=CNC2=NC=C(C=C21)C2=CC(=CC=C2)CN2CCN(CC2)C 4-Fluoro-3-{5-[3-(4-methyl-piperazin-1-ylmethyl)-phenyl]-1H-pyrrolo[2,3-b]pyridin-3-yl}-benzaldehyde